N-(3-(2-(Cyclopropancarboxamido)pyridin-4-yl)-1H-indol-7-yl)-4-methylnicotinamid C1(CC1)C(=O)NC1=NC=CC(=C1)C1=CNC2=C(C=CC=C12)NC(C1=CN=CC=C1C)=O